O=C1C2=CC=CC(=C2OC=2C=C(C=CC12)N1CC(CC1)C(=O)O)C(F)(F)F 1-[9-oxo-5-(trifluoromethyl)xanthen-3-yl]pyrrolidine-3-carboxylic acid